ClC=1C=C(C=CC1)/C=C/C(=O)C=1C(=CC2=C(C=CC(O2)(C)C)C1O)OC (E)-3-(3-chlorophenyl)-1-(5-hydroxy-7-methoxy-2,2-dimethyl-2H-benzopyran-6-yl)prop-2-en-1-one